((4-((2-(1-isopropylpiperidin-4-yl) ethyl) amino)-6-(octadecylthio)-1,3,5-triazin-2-yl) thio) nonanoate C(CCCCCCCC)(=O)OSC1=NC(=NC(=N1)NCCC1CCN(CC1)C(C)C)SCCCCCCCCCCCCCCCCCC